ClC1=C(C=CC=C1Cl)C1=NC=C2N1C=CN=C2N2CCC1(CC2)C(C=2C(=NC=C(C2)F)C1)N 1'-(3-(2,3-dichlorophenyl)imidazo[1,5-a]pyrazin-8-yl)-3-fluoro-5,7-dihydrospiro[cyclopenta[b]pyridine-6,4'-piperidine]-5-amine